(E)-4-((7-(dimethylamino)-2,3-dihydrothieno[3,4-b][1,4]dioxin-5-yl)methylene)-3-(trifluoromethyl)isoxazol-5(4H)-one CN(C=1SC(=C2C1OCCO2)\C=C\2/C(=NOC2=O)C(F)(F)F)C